2,7-di-tert-butylfluorenylhafnium dichloride [Cl-].[Cl-].C(C)(C)(C)C1=C(C=2CC3=CC(=CC=C3C2C=C1)C(C)(C)C)[Hf+2]